FC(CCN1CCC(CC1)=O)(F)F 1-(3,3,3-trifluoropropyl)piperidin-4-one